3-methyl-6-nitro-1-(1-(3-(trifluoromethyl)phenyl)ethyl)-3,4-dihydroquinazolin-2(1H)-one CN1C(N(C2=CC=C(C=C2C1)[N+](=O)[O-])C(C)C1=CC(=CC=C1)C(F)(F)F)=O